2-chloro-5-(4-ethoxy-1-isopropylpiperidin-4-yl)pyridine ClC1=NC=C(C=C1)C1(CCN(CC1)C(C)C)OCC